(S)-N-((9-chloro-4-ethyl-8,10-difluoro-4-hydroxy-3,14-dioxo-3,4,12,14-tetrahydro-1H-pyrano[3',4':6,7]indolizino[1,2-b]quinolin-11-yl)methyl)-1-hydroxycyclopropane-1-carboxamide ClC1=C(C=2C(=C3C(=NC2C=C1F)C1=CC2=C(C(N1C3)=O)COC([C@]2(O)CC)=O)CNC(=O)C2(CC2)O)F